[2H]OP(=O)(O[C@@H](C=O)[C@H]([C@H]([C@@H](CO)O)O)O)OP(=O)(O)O diphospho-D-galactose